ETHYLBUTYL 2-(((S)-(((2R,3S,4R,5R)-5-(4-AMINOPYRROLO[2,1-F][1,2,4]TRIAZIN-7-YL)-5-CYANO-3,4-DIHYDROXYTETRAHYDROFURAN-2-YL)METHOXY)(PHENOXY) PHOSPHORYL)AMINO)PROPANOATE NC1=NC=NN2C1=CC=C2[C@]2([C@@H]([C@@H]([C@H](O2)CO[P@](=O)(OC2=CC=CC=C2)NC(C(=O)OC(CCC)CC)C)O)O)C#N